2-(3-(2-chloro-3-(9-(5-chloro-2-methoxybenzyl)-6-(1-methylcyclopropoxy)-9H-purin-8-yl)phenoxy)propoxy)-2-methylpropanoic acid ClC1=C(OCCCOC(C(=O)O)(C)C)C=CC=C1C=1N(C2=NC=NC(=C2N1)OC1(CC1)C)CC1=C(C=CC(=C1)Cl)OC